BrC1=C(C=CC(=C1)C(F)(F)F)CC(=O)C1=CC(=C(C#N)C=C1)OCC=1C=NC=CC1 4-(2-(2-bromo-4-(trifluoromethyl)phenyl)-acetyl)-2-(pyridin-3-ylmethoxy)benzonitrile